C1(=CC(=CC2=CC3=CC(=CC=C3C=C12)S(=O)(=O)O)S(=O)(=O)O)S(=O)(=O)O anthracene-1,3,6-trisulfonic acid